tetrahydro-1H-pyrrolizine-1,3(2H)-dione C1(CC(N2CCCC12)=O)=O